(1R,2R,3R)-3-hydroxycyclopentane-1,2-dicaffeamide O[C@H]1[C@H]([C@@H](CC1)C1=CC(=C(C=C1/C=C/C(=O)N)O)O)C1=CC(=C(C=C1/C=C/C(=O)N)O)O